5-methyl-N-(5-methyl-1H-pyrazol-3-yl)-2-(phenylthio)-6-(piperidin-1-yl)pyrimidin-4-amine CC=1C(=NC(=NC1N1CCCCC1)SC1=CC=CC=C1)NC1=NNC(=C1)C